COC=1C=CC(=NC1)NC1=CC(=NC(=N1)C=1C=NC=CC1)N1CC2(C1)CCN(CC2)C(C)=O 1-(2-(6-((5-methoxypyridin-2-yl)amino)-2-(pyridin-3-yl)pyrimidin-4-yl)-2,7-diazaspiro[3.5]nonan-7-yl)ethan-1-one